C(C)(=O)C1=CC=C(OC2=CC=3C(C4=C(NC3C=C2)CCC4)=O)C=C1 7-(4-acetylphenoxy)-1H,2H,3H,4H,9H-cyclopenta[b]quinolin-9-one